The molecule is an anionic phospholipid obtained by deprotonation of the phosphate OH groups of 1-lauroyl-sn-glycerol 3-phosphate. It is an anionic phospholipid and a 1-acyl-sn-glycerol 3-phosphate(2-). It is a conjugate base of a 1-lauroyl-sn-glycerol 3-phosphate. CCCCCCCCCCCC(=O)OC[C@H](COP(=O)([O-])[O-])O